ClC=1C=C2C(=NC(=NC2=C(C1C1=C(C=CC=C1O)F)F)CNC1=NC=CC=C1)N1CCN(CC1)C(C=C)=O 1-(4-(6-chloro-8-fluoro-7-(2-fluoro-6-hydroxyphenyl)-2-((pyridin-2-ylamino)methyl)quinazolin-4-yl)piperazin-1-yl)prop-2-en-1-one